BrC=1C=C2C(=NC1)NN=C2CN(C)C 1-(5-bromo-1H-pyrazolo[3,4-b]pyridin-3-yl)-N,N-dimethylmethylamine